C(C)(C)N1C(N(C=2C1=C1C(=NC2)NC(=C1C1=CC=C(C#N)C=C1)C1=CC=C(C=C1)CN1CCC(CC1)S(=O)(=O)C)C)=O 4-(1-Isopropyl-3-methyl-7-(4-((4-(methylsulfonyl)piperidin-1-yl)methyl)phenyl)-2-oxo-1,2,3,6-tetrahydroimidazo[4,5-d]pyrrolo[2,3-b]pyridin-8-yl)benzonitril